methyl 3-(3-(3-fluoro-4-methyl-5-(5-(piperazin-1-yl)pyrazolo[1,5-a]pyridine-3-carboxamido)phenyl)-1,2,4-oxadiazol-5-yl)azetidine-1-carboxylate FC=1C=C(C=C(C1C)NC(=O)C=1C=NN2C1C=C(C=C2)N2CCNCC2)C2=NOC(=N2)C2CN(C2)C(=O)OC